2-((1-methylpiperidin-4-yl)methoxy)-6-(trifluoromethyl)isonicotinic acid CN1CCC(CC1)COC=1C=C(C(=O)O)C=C(N1)C(F)(F)F